C(CC(=O)O)(=O)O.N1=CN=C(C2=C1NC=C2)N[C@@H]2CC[C@@H](N(C2)C(C=C)=O)C 1-((2s,5r)-5-((7H-pyrrolo[2,3-d]pyrimidin-4-yl)amino)-2-methylpiperidin-1-yl)prop-2-en-1-one malonate